2-fluoro-3-hydroxy-2-methylpropanamide FC(C(=O)N)(CO)C